[1,1'-Binaphthalin]-6,6'-diol C1(=CC=CC2=CC(=CC=C12)O)C1=CC=CC2=CC(=CC=C12)O